C(C)(C)[C@H]1C[C@H]2[C@H](CC([C@@H]2[C@H](CC1)C)=O)C (3S,3aS,5R,8S,8aR)-5-Isopropyl-3,8-dimethyloctahydroazulen-1(2H)-on